2,6-di(aminophenoxy)-N-[4-(phenylazo)phenyl]benzamide NC1=C(OC2=C(C(=O)NC3=CC=C(C=C3)N=NC3=CC=CC=C3)C(=CC=C2)OC2=C(C=CC=C2)N)C=CC=C1